(R)-3-(2-chloro-4-fluorobenzyl)-8-(3,4-dimethoxyphenyl)-6-((2-imino-3-methyl-2,3-dihydro-1H-imidazol-1-yl)methyl)chroman-4-one ClC1=C(C[C@@H]2COC3=C(C=C(C=C3C2=O)CN2C(N(C=C2)C)=N)C2=CC(=C(C=C2)OC)OC)C=CC(=C1)F